N-(4-Hydroxyphenyl)-4-{4-[4-(pyrrolidin-1-yl)phenyl]-1H-imidazol-2-yl}benzamide OC1=CC=C(C=C1)NC(C1=CC=C(C=C1)C=1NC=C(N1)C1=CC=C(C=C1)N1CCCC1)=O